1-(4-(4-amino-3-(naphthalen-1-ylmethyl)-1H-pyrazolo[3,4-d]pyrimidin-1-yl)piperidin-1-yl)ethanone NC1=C2C(=NC=N1)N(N=C2CC2=CC=CC1=CC=CC=C21)C2CCN(CC2)C(C)=O